FC=1C(=NC=CC1[Sn](C)(C)C)C 3-fluoro-2-methyl-4-(trimethylstannyl)pyridine